cyclopropyl-6-[(5-cyclopropyl-4-tetrahydrofuran-3-yl-imidazol-1-yl)methyl]benzimidazole C1(CC1)C=1NC2=C(N1)C=C(C=C2)CN2C=NC(=C2C2CC2)C2COCC2